(R)-1-(2-chlorophenyl)ethyl (5-(5-bromo-6-methylpyridin-2-yl)-3-methylisoxazol-4-yl)carbamate BrC=1C=CC(=NC1C)C1=C(C(=NO1)C)NC(O[C@H](C)C1=C(C=CC=C1)Cl)=O